3-(3-methyl-2-oxo-5-(1-(piperidin-4-ylmethyl)piperidine-4-yl)-2,3-dihydro-1H-benzo[d]imidazol-1-yl)piperidine-2,6-dione trifluoroacetate FC(C(=O)O)(F)F.CN1C(N(C2=C1C=C(C=C2)C2CCN(CC2)CC2CCNCC2)C2C(NC(CC2)=O)=O)=O